(trans-4-(2-(4-(2,3-Dichlorophenyl)piperazin-1-yl)ethyl)cyclohexyl)-4-methoxybutanamide ClC1=C(C=CC=C1Cl)N1CCN(CC1)CC[C@@H]1CC[C@H](CC1)C(C(=O)N)CCOC